3-(3-((6-(3,5-difluorophenoxy)pyridin-3-yl)methyl)isoxazol-5-yl)pyridin-2-amine FC=1C=C(OC2=CC=C(C=N2)CC2=NOC(=C2)C=2C(=NC=CC2)N)C=C(C1)F